1-(4-Cyclohexyl-3,4-dihydroquinoxalin-1(2H)-yl)-2-(piperidin-1-yl)propan-1-one C1(CCCCC1)N1CCN(C2=CC=CC=C12)C(C(C)N1CCCCC1)=O